3-(2,3'-dichloro-6,6'-difluoro-2'-hydroxy-[1,1'-biphenyl]-4-yl)-5,6-dihydroimidazo[1,5-a]pyrazin ClC1=C(C(=CC(=C1)C1=NC=C2N1CCN=C2)F)C2=C(C(=CC=C2F)Cl)O